ClC1=CC=C(C=N1)CN1N=C(C(=C1)C(=O)C=1C(CCCC1O)=O)C 2-(1-((6-Chloropyridin-3-yl)methyl)-3-methyl-1H-pyrazole-4-carbonyl)-3-hydroxycyclohex-2-en-1-one